CC1=C(OCC(=O)O)C=CC(=C1)OCC=C(C1=CC=C(C=C1)C(F)(F)F)C1=CC=C(C=C1)C#CCN1N=CC=C1 [2-Methyl-4-[3-[4-[3-(pyrazol-1-yl)prop-1-ynyl]phenyl]-3-(4-trifluoromethylphenyl)-allyloxy]phenoxy]acetic acid